tert-butyl (tert-butoxycarbonyl)(2-fluoro-6-nitrophenyl)carbamate C(C)(C)(C)OC(=O)N(C(OC(C)(C)C)=O)C1=C(C=CC=C1[N+](=O)[O-])F